ALPHA-METHYLBENZYL FORMATE C(=O)OC(C1=CC=CC=C1)C